C(C)(C)(C)P(C1=CC=NN1C=1C(=NN(C1C1=CC=CC=C1)C1=CC=CC=C1)C1=CC=CC=C1)C(C)(C)C 5-(di-tert-butylphosphaneyl)-1',3',5'-triphenyl-1'H-1,4'-bipyrazole